[Br-].[Br-].S1C(=CC=C1)C1=C[N+]2=C(C3=[N+]1C=CC=C3)C=CC=C2 6-(thiophen-2-yl)dipyrido[1,2-a:2',1'-c]pyrazine-5,8-diium dibromide